C(C)(C)(C)OC(NC(COCC=C)(COCC=C)COCC=C)=O (1,3-bis(allyloxy)-2-((allyloxy)methyl)propan-2-yl)carbamic acid tert-butyl ester